tert-Butyl (3R)-3-formylpiperidine-1-carboxylate C(=O)[C@H]1CN(CCC1)C(=O)OC(C)(C)C